NCCC(=O)NC1(CCC(CC1)N1C=CC2=CC=CC(=C12)C)C N-((1r,4r)-4-(3-aminopropanamido)-4-methylcyclohexyl)-7-methyl-1H-indole